NCC=1C=C(C=C(C1)F)NC=1C=NN(C1)C([2H])([2H])[2H] N-(3-(aminomethyl)-5-fluorophenyl)-1-(methyl-d3)-1H-pyrazol-4-amine